aluminum fluoride, ammonium salt [NH4+].[F-].[Al]